C(C)(C)N(C(C)C)C(N(C(C)C)C(C)C)P bis-(N,N-diisopropylamino)methylphosphine